CS(=O)(=O)C.[Cl] chlorine (methylsulfonyl)methane